[N+](=O)([O-])OCCC(C1=CC=CC=C1)C1=C(NC2=CC(=CC=C12)B(O)O)C1=CC=CC=C1 (3-(3-(nitrooxy)-1-phenylpropyl)-2-phenyl-1H-indol-6-yl)boronic acid